[(3aS,4R,6aR)-4-hydroxyspiro[1,3,3a,4,6,6a-hexahydrocyclopenta[c]pyrrole-5,1'-cyclopropane]-2-yl]-(6,7-dihydro-4H-thieno[3,2-c]pyran-2-yl)methanone O[C@@H]1[C@H]2[C@H](CN(C2)C(=O)C2=CC=3COCCC3S2)CC12CC2